5-bromo-2-diphenylphosphino-terephthalic acid BrC=1C(=CC(=C(C(=O)O)C1)P(C1=CC=CC=C1)C1=CC=CC=C1)C(=O)O